SC(C(=O)OCC(COC(C(C)S)=O)(COC(C(C)S)=O)COC(C(C)S)=O)C pentaerythritol tetra(2-mercaptopropionate)